((7-bromoheptyl)oxy)(tert-butyl)diphenylsilane BrCCCCCCCO[Si](C1=CC=CC=C1)(C1=CC=CC=C1)C(C)(C)C